OC1=C(C(=O)O)C(=CC=C1)OC1CN(C1)C(CC1CNCCO1)=O 2-hydroxy-6-[(1-{[morpholin-2-yl]acetyl}azetidin-3-yl)oxy]benzoic acid